CC=1N(C=CN1)CC#N 2-(2-methyl-1H-imidazol-1-yl)acetonitrile